CINNAMYL BENZOATE C(C1=CC=CC=C1)(=O)OCC=CC1=CC=CC=C1